C(C1=CC=CC=C1)OCN1C(N(N=C(C1=O)Br)C1CC1)=O ((benzyloxy)methyl)-6-bromo-2-cyclopropyl-1,2,4-triazine-3,5(2H,4H)-dione